C(C)(C)(C)OC(=O)N1CCN(CC1)C1=CC=C(C=C1)NC1=NC=C(C(=N1)C1=CC2=C(N(C=N2)C)C=C1)Cl 4-(4-((5-chloro-4-(1-methyl-1H-benzo[d]imidazol-5-yl)pyrimidin-2-yl)amino)phenyl)piperazine-1-carboxylic acid tert-butyl ester